3,4-dimethyl-2-oxo-1,2,3,4-tetrahydropyrido[3,2-d]pyrimidine-7-carboxylic acid methyl ester COC(=O)C1=CC=2NC(N(C(C2N=C1)C)C)=O